1,3,5-tris-(4-ethynylphenyl)benzene C(#C)C1=CC=C(C=C1)C1=CC(=CC(=C1)C1=CC=C(C=C1)C#C)C1=CC=C(C=C1)C#C